C(C)(=O)OCC(CCCC(C(=O)O)(C)C1=CC(=CC=C1)CC(C(=O)OCC)C)(C)C 7-Acetoxy-2-(3-(3-ethoxy-2-methyl-3-oxopropyl)phenyl)-2,6,6-trimethylheptanoic acid